tert-butyl 4-((4-aminophenyl) (methyl) amino)-4-methylpiperidine-1-carboxylate NC1=CC=C(C=C1)N(C1(CCN(CC1)C(=O)OC(C)(C)C)C)C